C1(=CC=CC=C1)C1=CC=C(C=C1)C1=NC(=NC(=N1)C1=CC=C(C=C1)C1=CC=CC=C1)C1=CC(=CC=C1)B1OC(C(O1)(C)C)(C)C 2,4-bis(4-phenylphenyl)-6-[3-(4,4,5,5-tetramethyl-1,3,2-dioxaborolan-2-yl)phenyl]-1,3,5-triazine